C(C)(=O)OC1CC2CCCCC2CC1 decahydro-2-naphthalenyl acetate